FC=1C(=C(C=CC1F)[C@@H]1[C@H](O[C@@](C1)(C(F)(F)F)C)C(=O)NC=1C=NC(=CC1)[C@@H](CO)O)OC (2S,3R,5S)-3-(3,4-difluoro-2-methoxyphenyl)-N-(6-((S)-1,2-dihydroxyethyl)pyridin-3-yl)-5-methyl-5-(trifluoromethyl)tetrahydrofuran-2-carboxamide